2-(2-(Ethoxymethoxy)-5-methyl-4-(trifluoromethyl)phenyl)-4,4,5,5-tetramethyl-1,3,2-dioxaborolane C(C)OCOC1=C(C=C(C(=C1)C(F)(F)F)C)B1OC(C(O1)(C)C)(C)C